4-chloro-2-phenyl-6-(4-phenylphenyl)pyrimidine ClC1=NC(=NC(=C1)C1=CC=C(C=C1)C1=CC=CC=C1)C1=CC=CC=C1